CNS(=O)(=O)S(=O)(=O)NC1=NC=CC=C1 N-(methylsulfamoylsulfonyl)pyridin-2-amine